((4-((4-cyanophenyl)amino)-7-fluoroquinazolin-2-yl)thio)propanoic acid C(#N)C1=CC=C(C=C1)NC1=NC(=NC2=CC(=CC=C12)F)SC(C(=O)O)C